6-[3-(Cyclopropoxy)-2-fluoro-phenyl]-5,7-dimethyl-3-pyrimidin-2-yl-pyrrolo[3,4-d]pyridazin-4-one C1(CC1)OC=1C(=C(C=CC1)N1C(=C2C=NN(C(C2=C1C)=O)C1=NC=CC=N1)C)F